ClC1=C(C2=C(N(CCN(C2)C)[C@H]2[C@@H](CCCC2)O)N=N1)C (1r,2r)-2-(3-chloro-4,6-dimethyl-5,6,7,8-tetrahydro-9H-pyridazino[3,4-e][1,4]diazepin-9-yl)cyclohexan-1-ol